(4-(4-(benzo[d]thiazol-5-ylamino)quinolin-6-yl)-3-fluorophenyl)(4-hydroxy-4-methylpiperidin-1-yl)methanone S1C=NC2=C1C=CC(=C2)NC2=CC=NC1=CC=C(C=C21)C2=C(C=C(C=C2)C(=O)N2CCC(CC2)(C)O)F